N-[5-[5-cyano-2-[[(2R)-6,6-dimethylmorpholin-2-yl]methoxy]phenyl]pyrazolo[1,5-a]pyridin-2-yl]cyclopropanecarboxamide C(#N)C=1C=CC(=C(C1)C1=CC=2N(C=C1)N=C(C2)NC(=O)C2CC2)OC[C@H]2CNCC(O2)(C)C